1-hydroxymethyl-2-(1-pyrrolylmethyl)pyrrole OCN1C(=CC=C1)CC=1NC=CC1